C(#N)C=1C=C(C=NC1OC(F)F)NC(=O)[C@@H]1C[C@@](C2=C1C=NC=1N2N=C(C1)F)(C=1C=NN(C1)C)C cis-N-(5-cyano-6-(difluoromethoxy)pyridin-3-yl)-2-fluoro-8-methyl-8-(1-methyl-1H-pyrazol-4-yl)-7,8-dihydro-6H-cyclopenta[e]pyrazolo[1,5-a]pyrimidine-6-carboxamide